N-[4-[[dimethyl(oxo)-λ6-sulfanylidene]amino]-3-methoxy-phenyl]-4-(1H-indol-3-yl)-5-methyl-pyrimidin-2-amine CS(=O)(C)=NC1=C(C=C(C=C1)NC1=NC=C(C(=N1)C1=CNC2=CC=CC=C12)C)OC